N-(6-(4-(2-((tert-butyldimethylsilyl)oxy)cyclopentyl)-1H-imidazol-1-yl)-5-fluoropyridin-3-yl)-2-(5-methyl-3-(trifluoromethyl)-1H-pyrazol-1-yl)acetamide [Si](C)(C)(C(C)(C)C)OC1C(CCC1)C=1N=CN(C1)C1=C(C=C(C=N1)NC(CN1N=C(C=C1C)C(F)(F)F)=O)F